BrC1=CC=C2C(=CC=NC2=C1)C(=O)NCC(=O)N1[C@H]2C[C@H]2C[C@H]1C#N 7-bromo-N-(2-((1S,3S,5S)-3-cyano-2-azabicyclo[3.1.0]hexan-2-yl)-2-oxoethyl)-quinoline-4-carboxamide